Methyl-5-(5-{(1S)-1-[3,5-Bis(trifluoromethoxy)benzamido]ethyl}-3-Cyclopropyl-1H-1,2,4-triazol-1-yl)pyrazin CC1=NC=C(N=C1)N1N=C(N=C1[C@H](C)NC(C1=CC(=CC(=C1)OC(F)(F)F)OC(F)(F)F)=O)C1CC1